N1CCC(=CC1)C1=NC=CN=C1OC=1C=NC(=CC1)C(F)(F)F 2-(1,2,3,6-tetrahydropyridin-4-yl)-3-((6-(trifluoromethyl)pyridin-3-yl)oxy)pyrazine